(1S,2R,3R,4S,6R)-4,6-diazido-3-[(2R,3S,4S,5R,6R)-6-(azidomethyl)-3,5-dibenzyloxy-4-fluoro-tetrahydropyran-2-yl]oxy-cyclohexane-1,2-diol N(=[N+]=[N-])[C@@H]1[C@H]([C@@H]([C@H]([C@@H](C1)N=[N+]=[N-])O)O)O[C@H]1O[C@@H]([C@H]([C@@H]([C@H]1OCC1=CC=CC=C1)F)OCC1=CC=CC=C1)CN=[N+]=[N-]